C([C@H]([C@H]1C(=C(C(=O)O1)[O-])O)O)O Isoascorbate